NC1=NC=2C=CC(=CC2C2=C1[C@H](OC2)C)C(=O)N2[C@H](COC[C@H]2C)C2=C(C=C(C=C2)C(F)(F)F)F ((3R)-4-amino-3-methyl-1,3-dihydrofuro[3,4-c]quinolin-8-yl)((3S,5R)-3-(2-fluoro-4-(trifluoromethyl)phenyl)-5-methyl-4-morpholinyl)methanone